3-(4-(3,6-diazabicyclo[3.1.1]heptan-6-yl)-7-fluoro-1-oxoisoindolin-2-yl)piperidine-2,6-dione C12CNCC(N1C1=C3CN(C(C3=C(C=C1)F)=O)C1C(NC(CC1)=O)=O)C2